triazolyl-(triazole) N1N=NC(=C1)C=1N=NNC1